(S)-4-(1-(6-(4-fluoro-1H-pyrazol-1-yl)pyridin-3-yl)ethyl)-1-methyl-1,4-diazaspiro[5.5]undecane-2,5,9-trione FC=1C=NN(C1)C1=CC=C(C=N1)[C@H](C)N1CC(N(C2(C1=O)CCC(CC2)=O)C)=O